(5,7-dichloro-6-methoxy-1H-indol-2-yl)methanamine hydrochloride Cl.ClC=1C=C2C=C(NC2=C(C1OC)Cl)CN